ClC1=CC=C(C=C1)C=1N(C2=CC=C(C=C2C1C)O)CC1=CC=C(C=C1)OCCOCCOCCOCC(=O)O 1-(4-[[2-(4-chlorophenyl)-5-hydroxy-3-methyl-1H-indol-1-yl]methyl]phenyl)-1,4,7,10-tetraoxadodecan-12-oic acid